tert-Butyl N-(tetrahydrofuran-3-ylcarbamothioyl)carbamate O1CC(CC1)NC(=S)NC(OC(C)(C)C)=O